4-methyl-1-[2-(3-oxopiperazin-1-yl)ethyl]-5-[[2-[6-(2,2,2-trifluoro-ethyl)quinazolin-4-yl]-2,7-diazaspiro[3.5]nonan-7-yl]methyl]indole-2-carbonitrile CC1=C2C=C(N(C2=CC=C1CN1CCC2(CN(C2)C2=NC=NC3=CC=C(C=C23)CC(F)(F)F)CC1)CCN1CC(NCC1)=O)C#N